BrC(C[C@@H](COC(CCCCCCCCCCCCCCC)=O)O)P(O)(O)=O [(3S)-1-bromo-4-hexadecanoyloxy-3-hydroxybutyl]phosphonic acid